C(C)(C)(C)OC(=O)N1C[C@]2(CC3=C(C=C2CC1)N(N=C3)C3=CC=C(C=C3)F)C(C3=CC(=NC=C3)N3CCCC3)=O.NC=3C(=NC=C(C3)Cl)C(C)=O 1-(3-amino-5-chloropyridin-2-yl)ethanone (R)-tert-butyl-1-(4-fluorophenyl)-4a-(2-(pyrrolidin-1-yl)isonicotinoyl)-4a,5,7,8-tetrahydro-1H-pyrazolo[3,4-g]isoquinoline-6(4H)-carboxylate